C(CCC)OC1=NN2C(C(=N1)N)=NC=C2CC=2C=C1CCN(CC1=CC2)C(C)C D-2-butoxy-7-((2-isopropyl-1,2,3,4-tetrahydroisoquinolin-6-yl)methyl)imidazo[2,1-f][1,2,4]triazin-4-amine